CN1CCN(CC1)C=1C=CC(=NC1)NC=1C=CC(=C2CNC(C12)=O)C1=CC(=NC=C1)C1COCCC1 7-((5-(4-methylpiperazin-1-yl)pyridin-2-yl)amino)-4-(2-(tetrahydro-2H-pyran-3-yl)pyridin-4-yl)isoindolin-1-one